N1C(=NC2=C1C=CC=C2)CN(C(OC(C)(C)C)=O)CCC=2SC=C(N2)C(NCC2=CC(=NC=C2)N2CCOCC2)=O tert-butyl N-(1H-1,3-benzodiazol-2-ylmethyl)-N-{2-[4-({[2-(morpholin-4-yl)pyridin-4-yl]methyl} carbamoyl)-1,3-thiazol-2-yl]ethyl}carbamate